[Na].O1C(=C(O)C(=O)C=2C(O)=CC(O)=CC12)C1=CC(O)=C(O)C=C1 quercetin sodium salt